(4-acryloyl-3-(cyanomethyl)piperazin-1-yl)-7-chloro-6-fluoro-1-(2-isopropyl-4-methylpyridin-3-yl)-2-oxo-1,2-dihydro-1,8-naphthyridine-3-carbonitrile C(C=C)(=O)N1C(CN(CC1)C1=C(C(N(C2=NC(=C(C=C12)F)Cl)C=1C(=NC=CC1C)C(C)C)=O)C#N)CC#N